11-((2-((3-Cyclohexylpropanoyl)oxy)octyl)thio)-6-oxoundecyl cyclopentadecane-carboxylate C1(CCCCCCCCCCCCCC1)C(=O)OCCCCCC(CCCCCSCC(CCCCCC)OC(CCC1CCCCC1)=O)=O